FC=1C=C(C(=O)NOC)C=CC1F 3,4-difluoro-N-methoxybenzamide